butyl-benzothiazolesulfinamide C(CCC)C1=CC=CC2=C1N=C(S2)S(=O)N